OC(C)(C)C=1C=CC(=C(C1)C=1C2=C(C(N(C1)C)=O)N(C=C2)S(=O)(=O)C2=CC=C(C=C2)C)OC2CC1(CN(C1)CCC1CCNCC1)C2 4-[5-(1-hydroxy-1-methyl-ethyl)-2-[[2-[2-(4-piperidyl)ethyl]-2-azaspiro[3.3]heptan-6-yl]oxy]phenyl]-6-methyl-1-(p-tolylsulfonyl)pyrrolo[2,3-c]pyridin-7-one